ClC=1C=C(C=CC1C=1N(C2=NC=NC(=C2N1)OC1(CC1)C)CC1=NC=CC(=C1)C)CCO 2-(3-chloro-4-(6-(1-methylcyclopropoxy)-9-((4-methylpyridin-2-yl)methyl)-9H-purin-8-yl)phenyl)ethan-1-ol